5-amino-3-(4-(5-fluoro-2-methoxybenzamidomethyl)phenyl)-1-(4-(piperazin-1-yl)phenyl)-1H-pyrazole-4-carboxamide NC1=C(C(=NN1C1=CC=C(C=C1)N1CCNCC1)C1=CC=C(C=C1)CNC(C1=C(C=CC(=C1)F)OC)=O)C(=O)N